COC=1C=CC2=C(C(=C(O2)C(=O)N2CCCC2)C)C1 (5-Methoxy-3-methylbenzofuran-2-yl)(pyrrolidin-1-yl)methanone